C(=O)C1=CC(=C(N=N1)N1CC2=CC=C(C=C2C1)S(=O)(=O)C)C#N 6-formyl-3-(5-(methylsulfonyl)isoindolin-2-yl)pyridazine-4-carbonitrile